BrC1=C(C(=CC=2CCOC21)Cl)OC 7-bromo-5-chloro-6-methoxy-2,3-dihydro-1-benzofuran